4-(5-(4-fluoro-2,6-dimethylphenoxy)-1-methyl-2-oxo-1,2-dihydropyridin-4-yl)-6-methyl-N-(1-methylazetidin-3-yl)-7-oxo-6,7-dihydro-1H-pyrrolo[2,3-c]pyridine-2-carboxamide FC1=CC(=C(OC=2C(=CC(N(C2)C)=O)C=2C3=C(C(N(C2)C)=O)NC(=C3)C(=O)NC3CN(C3)C)C(=C1)C)C